C(C)(C)(C)OC(=O)N[C@H]([C@H](CC(C(=O)N[C@H](C(C)C)C(=O)[N-]CCOC)CC1=C(C(=C(C=C1)OC)OC)OC)O)CC1=CC=CC=C1 5(S)-(tert-butoxycarbonylamino)-4(S)-hydroxy-6-phenyl-2(R)-(2,3,4-trimethoxyphenylmethyl)-hexanoyl-(L)-valyl-N-(2-methoxy-ethyl)-amide